N-[(1S)-1-[(1R)-6-bromoindan-1-yl]-2-[4-(3-methylimidazol-4-yl)anilino]-2-oxo-ethyl]-2-methyl-pyrazole-3-carboxamide BrC1=CC=C2CC[C@H](C2=C1)[C@@H](C(=O)NC1=CC=C(C=C1)C=1N(C=NC1)C)NC(=O)C=1N(N=CC1)C